CN(CCCOC1=NC=C(C=C1NS(=O)(=O)C1COC1)C1=CC=2C3=C(C=NC2C=C1)N(C(C31CCC1)=O)C)C N-(2-(3-(Dimethylamino)propoxy)-5-(3'-methyl-2'-oxo-2',3'-dihydrospiro[cyclobutane-1,1'-pyrrolo[2,3-c]quinolin]-8'-yl)pyridin-3-yl)oxetane-3-sulfonamide